C1=CC=CC=2C3=CC=CC=C3N(C12)C1=C(C#N)C(=C(C(=C1N1C2=CC=CC=C2C=2C=C(C=CC12)C1=CC=CC=C1)N1C2=CC=CC=C2C=2C=C(C=CC12)C1=CC=CC=C1)N1C2=CC=CC=C2C=2C=CC=CC12)C1=CC=NC=C1 2,5-di(9H-carbazol-9-yl)-3,4-bis(3-phenyl-9H-carbazol-9-yl)-6-(pyridin-4-yl)benzonitrile